NC1(COC1)CC(=O)O (3-aminooxetan-3-yl)acetic acid